ninhydrin C1=CC=C2C(=C1)C(=O)C(C2=O)(O)O